FC(C=1N=C2N(C=C(C=C2)N)C1)(F)F 2-(trifluoromethyl)imidazo[1,2-a]pyridin-6-amine